CN1C2=C(C=C1C(=O)NC=1C=C(C=CC1)COC1=CC=C(O[C@@H]3CC[C@H](CC3)NC(OC(C)(C)C)=O)C=C1)SC=C2 tert-butyl N-[trans-4-[4-[[3-[(4-methylthieno[3,2-b]pyrrole-5-carbonyl)amino]phenyl]methoxy]phenoxy] cyclohexyl]carbamate